F[C@H]1CN(CCC1C1=CC2=C(N(C(N2C)=O)C2C(N(C(CC2)=O)CC2=CC=C(C=C2)OC)=O)C=C1)C(=O)OC(C)(C)C Tert-butyl (3R)-3-fluoro-4-[1-[1-[(4-methoxyphenyl)methyl]-2,6-dioxo-3-piperidyl]-3-methyl-2-oxo-benzimidazol-5-yl]piperidine-1-carboxylate